N=1C=NN2C1C(=CC=C2)C=2C=1N(C(=NC2)NCC2=C(C=CC3=C2[C@@H]2[C@H](O3)C2)F)C=NN1 8-([1,2,4]triazolo[1,5-a]pyridin-8-yl)-N-(((1aR,6bR)-5-fluoro-1a,6b-dihydro-1H-cyclopropa[b]benzofuran-6-yl)methyl)-[1,2,4]triazolo[4,3-c]pyrimidin-5-amine